N,N-dimethyldodec-9-enamide CN(C(CCCCCCCC=CCC)=O)C